ClC=1C=CC(=NC1)CN1C(=NC=2N(C(N(C(C12)=O)CCCO)=O)C)C1=CC(=CC=C1)F 7-((5-chloropyridin-2-yl)methyl)-8-(3-fluorophenyl)-1-(3-hydroxypropyl)-3-methyl-1H-purine-2,6(3H,7H)-dione